4-(6-(6-ethoxy-2-methyl-2H-indazole-5-carboxamido)pyridazin-3-yl)-6,6-dimethyl-3,6-dihydropyridine-1(2H)-carboxylic acid tert-butyl ester C(C)(C)(C)OC(=O)N1CCC(=CC1(C)C)C=1N=NC(=CC1)NC(=O)C1=CC2=CN(N=C2C=C1OCC)C